ClC1=CC(=C(C=C1)CN1C(C2=CC(=CC(=C2[C@]1(O[C@H]1COCC1)C1=CC=C(C=C1)Cl)F)C(CN1CCN(CC1)C)(C)O)=O)S(=O)(=O)C (3R)-2-[(4-chloro-2-methylsulfonylphenyl)methyl]-3-(4-chlorophenyl)-4-fluoro-6-[2-hydroxy-1-(4-methylpiperazin-1-yl)propan-2-yl]-3-[(3R)-oxolan-3-yloxy]-2,3-dihydro-1H-isoindol-1-one